Tetrahydro-2-sec-amyl-anthraquinone tert-butyl-4-(4-(6-bromoquinazolin-4-yl)-2-fluorophenyl)piperazine-1-carboxylate C(C)(C)(C)OC(=O)N1CCN(CC1)C1=C(C=C(C=C1)C1=NC=NC2=CC=C(C=C12)Br)F.C(C)(CCC)C1CC=2C(C3=CC=CC=C3C(C2CC1)=O)=O